N1=CN=CC2=C1C=CS2 PYRIMIDOTHIOPHENE